2-isopropyl-5-hydroxymethyl-1,3-dioxolane C(C)(C)C1OC(CO1)CO